OCC1OCC(C1O)O 2-(hydroxymethyl)tetrahydrofuran-3,4-diol